N-(4-{1-[(pyridin-2-yl)carbonyl]piperidin-4-yl}butyl)-1H-pyrrolo[3,2-c]pyridine-2-carboxamide N1=C(C=CC=C1)C(=O)N1CCC(CC1)CCCCNC(=O)C1=CC=2C=NC=CC2N1